N-((6-amino-2,4-dimethylpyridin-3-yl)methyl)-6-((6-cyclopropyl-8-(3-fluorooxetan-3-yl)imidazo[1,2-a]pyridin-2-yl)methoxy)pyrimidin-4-amine NC1=CC(=C(C(=N1)C)CNC1=NC=NC(=C1)OCC=1N=C2N(C=C(C=C2C2(COC2)F)C2CC2)C1)C